(3S)-4-[7-(3,3-difluorocyclohexyl)-5-iodo-7H-pyrrolo[2,3-d]pyrimidin-4-yl]-3-methylpiperazine-1-carboxylic acid tert-butyl ester C(C)(C)(C)OC(=O)N1C[C@@H](N(CC1)C=1C2=C(N=CN1)N(C=C2I)C2CC(CCC2)(F)F)C